2'-chloro-N-(5-(4-chloro-6-methoxy-pyridazine-3-carbonyl)-5,6-dihydro-4H-pyrrolo[3,4-d]thiazol-2-yl)-5'-methoxy-6-methyl-[4,4'-bipyridine]-3-carboxamide ClC1=NC=C(C(=C1)C1=C(C=NC(=C1)C)C(=O)NC=1SC2=C(N1)CN(C2)C(=O)C=2N=NC(=CC2Cl)OC)OC